3,4-Dichlorophenyl 2,4,6-tri-O-acetyl-3-deoxy-3-[4-(3,5-difluoro-4-methoxyphenyl)-1H-1,2,3-triazol-1-yl]-1-thio-α-D-galactopyranoside C(C)(=O)O[C@H]1[C@@H](SC2=CC(=C(C=C2)Cl)Cl)O[C@@H]([C@@H]([C@@H]1N1N=NC(=C1)C1=CC(=C(C(=C1)F)OC)F)OC(C)=O)COC(C)=O